BrC=1N(N=C2C=C(C=CC12)C(=O)OC)CC1CC1 methyl 3-bromo-2-(cyclopropylmethyl)-2H-indazole-6-carboxylate